C(CCCCCCCCCCCC)OCCCNCCCN N-[3-(tridecyloxy)propyl]-1,3-propanediamine